Ethyl 2-[(1R,3R)-3-[(2S,3S)-2-amino-N-hexyl-3-methylpentanamido]-1-ethoxy-4-methylpentyl]-1,3-thiazole-4-carboxylate N[C@H](C(=O)N(CCCCCC)[C@H](C[C@@H](OCC)C=1SC=C(N1)C(=O)OCC)C(C)C)[C@H](CC)C